2-bromo-9,9-dimethyl-3,5-diphenyl-9H-fluorene BrC1=CC=2C(C3=CC=CC(=C3C2C=C1C1=CC=CC=C1)C1=CC=CC=C1)(C)C